6-(5-(((2-(methylsulfonyl)ethyl)amino)methyl)furan-2-yl)quinazolin-4-amine CS(=O)(=O)CCNCC1=CC=C(O1)C=1C=C2C(=NC=NC2=CC1)N